3,5-bis-(t-butyldimethylsilyloxymethyl)-1-methylsulfonamidobenzene [Si](C)(C)(C(C)(C)C)OCC=1C=C(C=C(C1)CO[Si](C)(C)C(C)(C)C)NS(=O)(=O)C